FC1(CC2(C1)CCN(CC2)CCCCCCCNC2=C1C(N(C(=NC1=CC=C2)C)C2C(NC(CC2)=O)=O)=O)F 3-(5-((7-(2,2-difluoro-7-azaspiro[3.5]nonan-7-yl)heptyl)amino)-2-methyl-4-oxoquinazoline-3(4H)-yl)piperidine-2,6-dione